(4-(2-(piperidin-1-yl)ethoxy)phenyl)methanol N1(CCCCC1)CCOC1=CC=C(C=C1)CO